(2-dimethylaminophenyl)-phenylphosphine CN(C1=C(C=CC=C1)PC1=CC=CC=C1)C